2-(4-(4-(7H-pyrrolo[2,3-d]pyrimidin-4-yl)-1H-pyrazol-1-yl)-1-((cyclopropylmethyl)sulfonyl)piperidin-4-yl)acetonitrile N1=CN=C(C2=C1NC=C2)C=2C=NN(C2)C2(CCN(CC2)S(=O)(=O)CC2CC2)CC#N